(7-((1S,2S)-2-(2-chloro-3-fluorophenyl)-4,4-dimethylcyclohexane-1-carbonyl)-2,7-diazaspiro[3.5]nonan-2-yl)prop-2-en-1-one ClC1=C(C=CC=C1F)[C@@H]1[C@H](CCC(C1)(C)C)C(=O)N1CCC2(CN(C2)C(C=C)=O)CC1